FC1=C(C(=CC=C1C(=O)C1=NNC2=NC=C(C=C21)C2=C(C=NC=C2)C)F)NS(=O)(=O)CCC N-(2,6-difluoro-3-(5-(3-methylpyridin-4-yl)-1H-pyrazolo[3,4-b]pyridine-3-carbonyl)phenyl)propane-1-sulfonamide